6'-(((1S,3S)-3-((5,6,7,8-tetrahydroquinolin-2-yl)amino)cyclopentyl)amino)-2H-[1,3'-bipyridine]-2-one N1=C(C=CC=2CCCCC12)N[C@@H]1C[C@H](CC1)NC1=CC=C(C=N1)N1C(C=CC=C1)=O